C1(CCCC1)NC=1C2=C(N=C(N1)C#CCOC)N(C=C2)[C@H]2[C@@H]([C@@H]([C@H](O2)COCP(O)(O)=O)O)O [(2R,3S,4R,5R)-5-[4-(cyclopentylamino)-2-(3-methoxyprop-1-ynyl)pyrrolo[2,3-d]-pyrimidin-7-yl]-3,4-dihydroxy-tetrahydro-furan-2-yl]methoxy-methylphosphonic acid